N-([2R]-2-methylbutyl)amide C[C@@H](C[NH-])CC